N1OC(CCO1)N1C(C2=CC=CC(=C2C1)NC(CCCCCCCN1CCC(CC1)NC(C1=CC(=CC=C1)OC)=O)=O)=O N-(1-(8-((2-(2,6-dioxapiperidin-3-yl)-1-oxoisoindol-4-yl)amino)-8-oxooctyl)piperidin-4-yl)-3-methoxybenzamide